5-(4-methyl-piperazin-1-ylmethyl)-furan-2-carboxylic acid {8-[5-(2-morpholin-4-yl-ethoxy)-pyridin-2-yl]-2,3-dihydro-benzo[1,4]dioxin-2-ylmethyl}-amide N1(CCOCC1)CCOC=1C=CC(=NC1)C1=CC=CC2=C1OC(CO2)CNC(=O)C=2OC(=CC2)CN2CCN(CC2)C